[Na+].OC(CS(=O)(=O)[O-])CO 2,3-dihydroxypropane-1-sulfonic acid sodium salt